CC1N(CCNC1)C1=C(C(N(C2=CN=CC=C12)N)C1=CC=NC=C1)N 4-(2-methylpiperazin-1-yl)-2-(pyridin-4-yl)-1,7-naphthyridin-1,3-diamine